C(C)(C)OC1=C(C=CC=C1)NC(=O)C=1C(=CC=2N(C1)C=C(N2)C2CCOCC2)OC N-(2-isopropoxyphenyl)-7-methoxy-2-(tetrahydro-2H-pyran-4-yl)imidazo[1,2-a]pyridine-6-carboxamide